C(C)(C)(C)C=1C=C(ON2NC(=CC(=N2)OC2=CC(=C(C(=C2)C(C)(C)C)O)C(C)(C)C)OC2=CC(=C(C(=C2)C(C)(C)C)O)C(C)(C)C)C=C(C1O)C(C)(C)C 2,4,6-tris-(3,5-di-tert-butyl-4-hydroxyphenoxy)-1,2,3-triazine